[Sn].[In].[Sn]=O.[In] Indium Tin Oxide Indium-tin